thiaheptan SCCCCCC